2-(4-aminopiperidin-1-yl)-6-((4-(1,1-dioxidoisothiazolidin-2-yl)benzyl)thio)-4-ethylpyridine-3,5-dicarbonitrile NC1CCN(CC1)C1=NC(=C(C(=C1C#N)CC)C#N)SCC1=CC=C(C=C1)N1S(CCC1)(=O)=O